(R)-2-(2-(oxiran-2-yl)ethyl)isoindoline-1,3-dione O1[C@@H](C1)CCN1C(C2=CC=CC=C2C1=O)=O